N-cyclohexyl-5-(3-(4-methoxyphenoxy)prop-1-yn-1-yl)-1H-pyrrolo[2,3-b]pyridin-4-amine C1(CCCCC1)NC=1C2=C(N=CC1C#CCOC1=CC=C(C=C1)OC)NC=C2